O=C1NC(CCC1N1CC2=CC=C(C=C2C1=O)SCCCCCCN1CCN(CC1)C1=CC=C(C(=O)N2CCC(CC2)CCCCNC(\C=C\C=2C=NC=CC2)=O)C=C1)=O (E)-N-(4-(1-(4-(4-(6-((2-(2,6-dioxopiperidin-3-yl)-3-oxoisoindolin-5-yl)thio)hexyl)piperazin-1-yl)benzoyl)piperidin-4-yl)butyl)-3-(pyridin-3-yl)acrylamide